CC=1N(C(=CC1)C)C1=CC=CC=2OC=C(C=NC21)CO 6-(2,5-dimethyl-1H-pyrrol-1-yl)-3-hydroxymethyl-benzo[b][1,4]oxazepine